3-[2-phenoxy-4-(4-piperidyl)anilino]piperidine-2,6-dione O(C1=CC=CC=C1)C1=C(NC2C(NC(CC2)=O)=O)C=CC(=C1)C1CCNCC1